ClC1=CC=C(C=C1)C=1N=C2N(C=CC=N2)C1C=O 2-(4-chlorophenyl)imidazo[1,2-a]pyrimidine-3-carbaldehyde